3-((1R,3R)-1-(3,5-difluoro-2-(2-((3-fluoropropyl)(methyl)amino)ethoxy)pyridin-4-yl)-6-fluoro-3-methyl-1,3,4,9-tetrahydro-2H-pyrido[3,4-b]indol-2-yl)-2,2-difluoropropan-1-ol FC=1C(=NC=C(C1[C@H]1N([C@@H](CC2=C1NC1=CC=C(C=C21)F)C)CC(CO)(F)F)F)OCCN(C)CCCF